COC=1C=C(C=CC1OC)C=1NC2=CC=C(C=C2C1CC(F)(F)F)C1CCN(CC1)C(C[C@@H](C)O)=O (R)-1-(4-(2-(3,4-dimethoxyphenyl)-3-(2,2,2-trifluoroethyl)-1H-indol-5-yl)piperidin-1-yl)-3-hydroxybutan-1-one